7-carbonyl-6,7-dihydropyrido[4,3-d]pyrimidin-8-carbonitrile C(=O)=C1C(=C2N=CN=CC2=CN1)C#N